FC=1C=C2C(CC3(CCN(CC3)C(=O)OC(C)(C)C)OC2=CC1)=O tert-Butyl 6-fluoro-4-oxospiro[chromane-2,4'-piperidine]-1'-carboxylate